2,5-diethyl-1-(1-(4-fluoro-2-(trifluoromethyl)phenyl)ethyl)piperazine tert-butyl-(3-(2,3,5,6-tetrafluoro-4-(S-methylsulfonimidoyl)phenyl)propyl)carbamate C(C)(C)(C)N(C(O)=O)CCCC1=C(C(=C(C(=C1F)F)S(=O)(=N)C)F)F.C(C)C1N(CC(NC1)CC)C(C)C1=C(C=C(C=C1)F)C(F)(F)F